C(C)(C)(C)C1=CC=C(C=C1)C=1C=2N(C3=CC=C(C=C3N1)C(=O)NCCO)C=CC2 4-(4-(tert-butyl)phenyl)-N-(2-hydroxyethyl)pyrrolo[1,2-a]quinoxaline-7-carboxamide